C(C=C)OC(=O)[C@H](C)OC(=O)[C@H](C)OC(=O)[C@H](C)OC([C@H](C)O)=O (S)-2-hydroxy-propionic acid (S)-1-[(S)-1-((S)-1-allyloxycarbonyl-ethoxycarbonyl)-ethoxycarbonyl]-ethyl ester